2-((1-(2,7-dimethyl-1-oxo-3-phenyl-1,2-dihydroisoquinolin-5-yl)ethyl)amino)benzoic acid CN1C(C2=CC(=CC(=C2C=C1C1=CC=CC=C1)C(C)NC1=C(C(=O)O)C=CC=C1)C)=O